F[C@@H]1C[C@H](N(C1)C(CC1=NC(=NN1)C)=O)C(=O)N[C@H](C1=CC=C(C=C1)C(C)C)C1=CC=CC=C1 (2S,4R)-4-fluoro-1-[2-(3-methyl-1H-1,2,4-triazol-5-yl)acetyl]-N-[(S)-phenyl[4-(propan-2-yl)phenyl]methyl]pyrrolidine-2-carboxamide